N1(CCC1)C1=CC=CC(=N1)N 6-(azetidin-1-yl)pyridin-2-amine